ammonium 4-hydroxynaphthalene OC1=CC=CC2=CC=CC=C12.[NH4+]